2-chloro-5-fluorobenzene ClC1=CC=C(C=C1)F